ClC1=CC=C(OC2=C(C=C(C(=O)N3C4(CN(CC3CC4)C(=O)OCCOC)C(NO)=O)C=C2F)F)C=C1 2-methoxyethyl 8-(4-(4-chloro-phenoxy)-3,5-difluorobenzoyl)-1-(hydroxy-carbamoyl)-3,8-diazabicyclo-[3.2.1]octane-3-carboxylate